N1CCC(CC1)C(C(=O)N)CCC1=NC=2NCCCC2C=C1 (piperidin-4-yl)-4-(5,6,7,8-tetrahydro-1,8-naphthyridin-2-yl)butanamide